C1(=C(C=CC=C1)CCCCCCCCCCCCCCCCCC(=O)N)CCCCCCCCCCCCCCCCCC(=O)N phenylene-distearamide